NC1=NC(=NC2=CC(=C(C=C12)OC)OC)N1CCN(CC1)C(=O)C1OCCC1 1-(4-amino-6,7-dimethoxy-2-quinazolinyl)-4-[(tetrahydro-2-furanyl)carbonyl]piperazine